3-(ethoxymethoxy)-4-(4-fluorophenyl)thiophene tert-Butyl-((3-(2,4-dioxotetrahydropyrimidin-1(2H)-yl)-2-methylquinolin-6-yl)methyl)carbamate C(C)(C)(C)N(C(O)=O)CC=1C=C2C=C(C(=NC2=CC1)C)N1C(NC(CC1)=O)=O.C(C)OCOC1=CSC=C1C1=CC=C(C=C1)F